ClC1C=C(C=CC1)OCC(=O)NC1=CC=C(C=C1)C(\C=C\C1=CC=C(C=C1)N(C)CCO)=O 2-(3-Chlorocyclohexa-1,5-dien-1-yl)oxy-N-[4-[(E)-3-[4-[2-hydroxyethyl(methyl)amino]phenyl]prop-2-enoyl]phenyl]acetamide